3',6'-bis(dibenzo[b,d]thiophen-1-yl)-5'-(2,6-dimethylpyridin-4-yl)-4,4''-bis(3-methyl-9H-carbazol-9-yl)-[1,1':2',1''-terphenyl]-4'-carbonitrile C1(=CC=CC=2SC3=C(C21)C=CC=C3)C3=C(C(=C(C(=C3C#N)C3=CC(=NC(=C3)C)C)C3=CC=CC=2SC1=C(C23)C=CC=C1)C1=CC=C(C=C1)N1C2=CC=CC=C2C=2C=C(C=CC12)C)C1=CC=C(C=C1)N1C2=CC=CC=C2C=2C=C(C=CC12)C